BrC=1C(=CC(=C(C1)NC1=CC=C(C(=O)OC)C=C1)[N+](=O)[O-])F methyl 4-((5-bromo-4-fluoro-2-nitrophenyl)amino)benzoate